C1(CCCC1)[C@H](C(=O)N[C@@H](C(=O)NC)C(C)(C)C)NC(=O)[C@H]1NCCCC1 (S)-N-((R)-1-cyclopentyl-2-(((R)-3,3-dimethyl-1-(methylamino)-1-oxobutan-2-yl)amino)-2-oxoethyl)piperidine-2-carboxamide